O[Al](ON1C=NC(C1=O)NC(=O)N)O dihydroxy-(5-oxo-4-ureido-2-imidazolinyl)oxyaluminum